BrC1=C(C=CC=C1C)OCC(OCC)OCC 2-bromo-1-(2,2-diethoxyethoxy)-3-methyl-benzene